titanium alloyl-nickel titanium [Ti].C(C=C)(=O)[Ni].[Ti]